N2-(3,3-difluorocyclopentyl)-N4-(1-(pyridin-2-yl)azetidin-3-yl)-6-(6-(trifluoromethyl)pyridin-2-yl)-1,3,5-triazine-2,4-diamine FC1(CC(CC1)NC1=NC(=NC(=N1)NC1CN(C1)C1=NC=CC=C1)C1=NC(=CC=C1)C(F)(F)F)F